2,3,3-trimethyl-5-(trifluoromethyl)-3H-indole CC1=NC2=CC=C(C=C2C1(C)C)C(F)(F)F